octadecyl-tris-(2-ethoxyethoxy)silane C(CCCCCCCCCCCCCCCCC)[Si](OCCOCC)(OCCOCC)OCCOCC